4-cyclopropyl-3-(2-methyl-2H-indazol-7-yl)-N-(2-(trifluoromethyl)pyridin-4-yl)isothiazole-5-carboxamide C1(CC1)C=1C(=NSC1C(=O)NC1=CC(=NC=C1)C(F)(F)F)C1=CC=CC2=CN(N=C12)C